C(C)(CC)OC(C=C)=O s-Butylacrylat